CC1=CC=CC(=N1)C1=NNC=C1C=1N=C2C=C(C=NC2=CC1)NCCN1CCCC1 6-[3-(6-methyl-2-pyridyl)-1H-pyrazol-4-yl]-N-(2-pyrrolidin-1-ylethyl)-1,5-naphthyridin-3-amine